COC1=CC=C(C=C1)C1=NN2C(=NC=3C=C(C=CC3C2=N1)C)NC=1C(N=CC=CC1)=O (3R)-3-{[2-(4-methoxyphenyl)-8-methyl-[1,2,4]triazolo[1,5-c]quinazolin-5-yl]amino}azepin-2-one